NC1=CC=C2CCN(CC2=C1)C(=O)OC(C)(C)C tert-butyl 7-amino-3,4-dihydroisoquinolin-2(1H)-carboxylate